tert-Butyl-3-[2'-(4,5-dimethyl-1H-imidazol-2-yl)-3,4'-bipyridin-5-yl]-2,5-dihydro-1H-pyrrol-1-carboxylat C(C)(C)(C)OC(=O)N1CC(=CC1)C=1C=C(C=NC1)C1=CC(=NC=C1)C=1NC(=C(N1)C)C